1-octylnonyl 8-[3-[2-[2-[2-(1H-imidazole-4-carbonylamino)ethoxy]ethoxy]ethylcarbamoyloxy]-2-[8-(1-octylnonoxy)-8-oxooctoxy]propoxy]octanoate N1C=NC(=C1)C(=O)NCCOCCOCCNC(=O)OCC(COCCCCCCCC(=O)OC(CCCCCCCC)CCCCCCCC)OCCCCCCCC(=O)OC(CCCCCCCC)CCCCCCCC